11-phenyl-8-[4-(9-phenylcarbazol-3-yl)-1-naphthyl]benzo[a]carbazole C1(=CC=CC=C1)N1C2=CC=C(C=C2C2=CC=C3C(=C12)C=CC=C3)C3=CC=C(C1=CC=CC=C31)C=3C=CC=1N(C2=CC=CC=C2C1C3)C3=CC=CC=C3